O=C1NC(CCC1C1=NN(C2=C(C=CC=C12)N1C[C@H](N(CC1)C(=O)OC(C)(C)C)C)C)=O tert-butyl (2R)-4-[3-(2,6-dioxo-3-piperidyl)-1-methyl-indazol-7-yl]-2-methyl-piperazine-1-carboxylate